[Br-].NC(C)C1=NC=CN1C=C 1-aminoethyl-3-vinylimidazole bromide salt